7-(1-acetylpiperidin-4-yl)-2-(cyclopentylamino)-3-ethyl-3,7-dihydro-4H-pyrrolo[2,3-d]pyrimidin-4-one C(C)(=O)N1CCC(CC1)N1C=CC2=C1N=C(N(C2=O)CC)NC2CCCC2